5-(4-bromophenyl)-3-(4-fluorophenyl)-1-((4-fluorophenyl)sulfonyl)-4,5-dihydro-1H-pyrazole BrC1=CC=C(C=C1)C1CC(=NN1S(=O)(=O)C1=CC=C(C=C1)F)C1=CC=C(C=C1)F